BrC1=C2C(=C3CCNC3=C1)C(N(C2C2=C(C=CC(=C2)F)Cl)CC2=CC=C(C=C2)OC)=O 4-Bromo-3-(2-chloro-5-fluorophenyl)-2-(4-methoxybenzyl)-3,6,7,8-tetrahydropyrrolo[3,4-e]indol-1(2H)-one